Methyl (S)-3-methyl-4-(pyridin-4-yl)-2,3,4,5-tetrahydrobenzo[f][1,4]oxazepine-8-carboxylate C[C@H]1COC2=C(CN1C1=CC=NC=C1)C=CC(=C2)C(=O)OC